1-(4-(2-(6-(Difluoromethyl)imidazo[1,2-b]pyridazin-3-yl)pyridin-4-yl)piperazin-1-yl)ethanone FC(C=1C=CC=2N(N1)C(=CN2)C2=NC=CC(=C2)N2CCN(CC2)C(C)=O)F